7-hydroxyheptyl 2-hexyldecanoate C(CCCCC)C(C(=O)OCCCCCCCO)CCCCCCCC